C(C)(C)(C)OC(=O)NC=1SC(=C(N1)C(=O)OC)CCCOC1=C(C=C(C=C1)CCCO[Si](C)(C)C(C)(C)C)F methyl 2-(tert-butoxycarbonylamino)-5-[3-[4-[3-[tert-butyl(dimethyl)silyl]oxypropyl]-2-fluoro-phenoxy]propyl]thiazole-4-carboxylate